1,3-dicarboxyladamantane C(=O)(O)C12CC3(CC(CC(C1)C3)C2)C(=O)O